ClC=1C=C(C=CC1)C=1OC=C(N1)C=1C=C(CNCC(=O)O)C=CC1 (3-(2-(3-chlorophenyl)oxazol-4-yl)benzyl)glycine